5-fluoro-4-(8-fluoro-4-isopropyl-2,3-dihydro-1,4-benzoxazin-6-yl)-N-phenyl-pyrimidin-2-amine FC=1C(=NC(=NC1)NC1=CC=CC=C1)C=1C=C(C2=C(N(CCO2)C(C)C)C1)F